NC(C)(C)C=1N=C(SC1)C(=O)C1=CNC2=CC(=CC=C12)F (4-(2-Aminopropan-2-yl)thiazol-2-yl)(6-fluoro-1H-indol-3-yl)methanone